CN1N=C2C=C(C=CC2=C1C)N 2,3-dimethyl-6-aminoindazole